NC1=CC2=C(N(C(N2C)=O)C2C(NC(CC2)=O)=O)C=C1 3-(5-amino-3-methyl-2-oxo-benzimidazol-1-yl)piperidine-2,6-dione